1-[4-((2-[3-(2-amino-4-methanesulfonylphenoxy)prop-1-yn-1-yl]-1-(2,2,2-trifluoroethyl)-1H-indol-4-yl)amino)piperidin-1-yl]-3-methoxypropan-2-ol NC1=C(OCC#CC=2N(C3=CC=CC(=C3C2)NC2CCN(CC2)CC(COC)O)CC(F)(F)F)C=CC(=C1)S(=O)(=O)C